5-amino-N1,N3-bis[(2,2-dimethyl-1,3-dioxolan-4-yl)methyl]-2,4,6-triiodo-benzene-1,3-dicarboxamide NC=1C(=C(C(=C(C1I)C(=O)NCC1OC(OC1)(C)C)I)C(=O)NCC1OC(OC1)(C)C)I